1-(5-(4-amino-2,7-dimethyl-7H-pyrrolo[2,3-d]pyrimidin-5-yl)-4-fluoroindolin-1-yl)-2-(3,5-difluorophenyl)-2-hydroxyethanone NC=1C2=C(N=C(N1)C)N(C=C2C=2C(=C1CCN(C1=CC2)C(C(O)C2=CC(=CC(=C2)F)F)=O)F)C